2,2-bis(trifluoromethyl)-4,4'-diaminobiphenyl FC(C1(C(=CC=C(C1)N)C1=CC=C(C=C1)N)C(F)(F)F)(F)F